C[C@]1(CC(CCC1)=O)CN1C=NC2=C1C=C(C=C2)C#N (S)-1-((1-methyl-3-oxocyclohexyl)methyl)-1H-benzo[d]imidazole-6-carbonitrile